C(C)(C)(C)OC(=O)N1CCN(CC1)CC1=C(C=C(C=C1F)B(O)O)F [4-[(4-tert-butoxycarbonylpiperazin-1-yl)methyl]-3,5-difluoro-phenyl]boronic acid